Methyl 1-(2-fluoroethyl)-1H-pyrazolo[4,3-b]pyridine-6-carboxylate FCCN1N=CC2=NC=C(C=C21)C(=O)OC